8-(4-hydroxy-2-methoxyphenoxy)-6-methoxy-3-pentylmethyl-quinoline-2,4(1H,3H)-dione OC1=CC(=C(OC=2C=C(C=C3C(C(C(N(C23)C)=O)CCCCC)=O)OC)C=C1)OC